2-(methylsulfonyl)-5-(trifluoromethoxy)pyrimidine CS(=O)(=O)C1=NC=C(C=N1)OC(F)(F)F